caffeinenicotinamide sodium propylenediaminetetraacetate C(C(C)N(CC(=O)[O-])CC(=O)[O-])N(CC(=O)[O-])CC(=O)[O-].[Na+].N1(CC2=CC=NC=C2C(=O)N)C(=O)N(C)C=2N=CN(C)C2C1=O.[Na+].[Na+].[Na+]